NC=1NC(C2=C(N1)NC=C2)=O 2-amino-4-oxo-4,7-dihydro-3H-pyrrolo[2,3-d]pyrimidine